(2S,3S)-ethyl 3-((2-(2-chloro-5-trityl-5H-pyrrolo[2,3-b]pyrazin-7-yl)-6-(1H-imidazol-1-yl)pyrimidin-4-yl)amino)bicyclo[2.2.2]octane-2-carboxylate ClC=1N=C2C(=NC1)N(C=C2C2=NC(=CC(=N2)N[C@@H]2[C@H](C1CCC2CC1)C(=O)OCC)N1C=NC=C1)C(C1=CC=CC=C1)(C1=CC=CC=C1)C1=CC=CC=C1